FC1=CC=C(C=C1)N1N=CC2=C1C=C1CCNCC1(C2)C(=O)[O-] 1-(4-fluorophenyl)-4,4a,5,6,7,8-hexahydro-1H-pyrazolo[3,4-g]isoquinoline-4a-carboxylate